3-[5-Cyclopropyl-2-(propan-2-yl)thiophen-3-yl]-1-[(1-methyl-1H-pyrazol-4-yl)(1-methylpiperidin-3-yl)sulfamoyl]urea C1(CC1)C1=CC(=C(S1)C(C)C)NC(NS(N(C1CN(CCC1)C)C=1C=NN(C1)C)(=O)=O)=O